NC1=CC(=C(C=C1)C1=CN(C=2N=CN=C(C21)N)C)C 5-(4-amino-2-methyl-phenyl)-7-methyl-7H-pyrrolo[2,3-d]pyrimidin-4-amine